di-tert-butyl pyrazole-1,5-dicarboxylate N1(N=CC=C1C(=O)OC(C)(C)C)C(=O)OC(C)(C)C